C[Si](O[SiH2]CC=C(C)C)(C)C (trimethylsilyloxy)dimethylallylsilane